N1C(C2(C=3C1=NC=CC3)CCNCCC2)=O spiro[azepane-4,3'-pyrrolo[2,3-B]pyridin]-2'(1'H)-one